C(OCCCOC)(=O)O 2,6-dioxaheptanoic acid